NC1=NC=2C=CC(=CC2C2=C1C=NN2C)C(=O)N(OC)CC2=CC=C(C=C2)N(C)C 4-amino-N-(4-(dimethylamino)benzyl)-N-methoxy-1-methyl-1H-pyrazolo[4,3-c]quinoline-8-carboxamide